3-chloro-5-fluoro-2-methyl-benzenesulfonyl chloride ClC=1C(=C(C=C(C1)F)S(=O)(=O)Cl)C